C(#N)CC(=O)N1CC(=CCC1)C1=C2C(=NC(=C1)NC(=O)C1CC1)NC=C2 N-(4-(1-(2-cyanoacetyl)-1,2,5,6-tetrahydropyridin-3-yl)-1H-pyrrolo[2,3-b]pyridin-6-yl)cyclopropylcarboxamide